C(=O)C1=CC=C2CCCN(C2=N1)C(=O)NC1=NC=C(C(=C1)NCC(C)C)C#CC1=NC=CC=C1 7-formyl-N-(4-(isobutylamino)-5-(pyridin-2-ylethynyl)pyridin-2-yl)-3,4-dihydro-1,8-naphthyridine-1(2H)-carboxamide